2-(2-(dimethylamino)ethoxy)naphthalen CN(CCOC1=CC2=CC=CC=C2C=C1)C